3-isopropylthio-1-(4-vinylbenzyl)-1H-1,2,4-triazole C(C)(C)SC1=NN(C=N1)CC1=CC=C(C=C1)C=C